(1-{3-[(dimethylamino)methyl]phenyl}pyrazol-4-yl)acetic acid CN(C)CC=1C=C(C=CC1)N1N=CC(=C1)CC(=O)O